(4-fluorophenyl)(1H-imidazol-1-yl)methanone FC1=CC=C(C=C1)C(=O)N1C=NC=C1